CC1=CC=C(C=C1)S(=O)(=O)NNC(=O)N p-toluenesulfonyl-semicarbazide